O=C/1C(=CC2=CC(=CC=C2\C1=N/NC1=CC=C(C2=CC=CC=C12)S(=O)(=O)[O-])S(=O)(=O)[O-])S(=O)(=O)[O-].[Na+].[Na+].[Na+] trisodium (4E)-3-oxo-4-[(4-sulfonato-1-naphthyl)hydrazono]naphthalene-2,7-disulfonate